tetraphenylphosphorus thiocyanate C1(=CC=CC=C1)P(C1=CC=CC=C1)(C1=CC=CC=C1)(C1=CC=CC=C1)SC#N